CC(CN1C=[N+](C2=C1C(C1=CC=CC=C1C2=NO)=O)C)CC (E) or (Z)-1-(2-methylbutyl)-4-(hydroxyimino)-3-methyl-9-oxo-4,9-dihydro-1H-naphtho[2,3-d]imidazol-3-ium